OCCNC1=NC=2N(C(N(C(C2N1CC=1C=C(C=CC1)C1=CC=C(C=C1)CCC(C)C)=O)C)=O)C 8-((2-hydroxyethyl)amino)-7-((4'-isopentyl-[1,1'-biphenyl]-3-yl)methyl)-1,3-dimethyl-3,7-dihydro-1H-purine-2,6-dione